C=C1C(OC(C1)C1=C(C=CC=C1)C1=CC(=CC=C1)C(F)(F)F)=O 3-Methylene-5-(3'-(trifluoromethyl)-[1,1'-biphenyl]-2-yl)dihydrofuran-2(3H)-one